C1(CC1)C=1C=2N(C=CC1)N=C(C2)[C@@H]2N(CCC1=C2N=CN1)C=1OC(=NN1)C1(CC1)C (R)-2-(4-(4-cyclopropylpyrazolo[1,5-a]pyridin-2-yl)-1,4,6,7-tetrahydro-5H-imidazo[4,5-c]pyridin-5-yl)-5-(1-methylcyclopropyl)-1,3,4-oxadiazole